C(C)(C)(C)OC(=O)N1CCC(C1)C1=CC=CC=C1 4-phenylpyrrolidine-1-Formic acid tert-butyl ester